BrC=1SC=2N=CN=C(C2N1)NC=1C(=C(C=CC1F)NS(=O)(=O)C1=C(C(=CC=C1)F)C)F N-[3-[(2-bromothiazolo[5,4-d]pyrimidin-7-yl)amino]-2,4-difluoro-phenyl]-3-fluoro-2-methyl-benzenesulfonamide